6-{[(2R,3R,5R,6S)-3,5-bis[(tert-butyldimethylsilyl)oxy]-6-methyloxan-2-yl]oxy}hept-2-enoic acid pyridin-4-ylmethyl ester N1=CC=C(C=C1)COC(C=CCCC(C)O[C@@H]1O[C@H]([C@@H](C[C@H]1O[Si](C)(C)C(C)(C)C)O[Si](C)(C)C(C)(C)C)C)=O